5-isopropyl-8-((2r,3s)-2-methyl-3-((methylsulfonyl)methyl)azetidin-1-yl)-N-(2-(thiazol-5-yl)pyrimidin-4-yl)isoquinolin-3-amine C(C)(C)C1=C2C=C(N=CC2=C(C=C1)N1[C@@H]([C@H](C1)CS(=O)(=O)C)C)NC1=NC(=NC=C1)C1=CN=CS1